(5-(3-chlorobenzyl)pyridin-2-yl)-[1,2,4]triazolo[4,3-a]pyridine-6-carboxamide ClC=1C=C(CC=2C=CC(=NC2)C2=NN=C3N2C=C(C=C3)C(=O)N)C=CC1